(R)-N-benzyl-N-(2-chloropropyl)glycine tert-butyl ester C(C)(C)(C)OC(CN(C[C@@H](C)Cl)CC1=CC=CC=C1)=O